ethyl-iminotri(diethylamino)tantalum C(C)N=[Ta](N(CC)CC)(N(CC)CC)N(CC)CC